C(C)C1=CN=C(S1)C=1C(=C(C[N-][C@H](C)C=2C=NC(=NC2)C(F)(F)F)C=C(C1)OC[C@H]1CNCCO1)F 3-(5-ethylthiazol-2-yl)-2-fluoro-5-(((R)-morpholin-2-yl)methoxy)-N-((R)-1-(2-(trifluoromethyl)pyrimidin-5-yl)ethyl)benzyl-Amide